beta-D-galacto-pyranosyl-(1→4)-D-glucose [C@@H]1([C@H](O)[C@@H](O)[C@@H](O)[C@H](O1)CO)O[C@@H]([C@@H]([C@H](C=O)O)O)[C@H](O)CO